cyclopropanedimethanol tert-Butyl-5-amino-3-(fluoromethyl)-3-methylpiperidine-1-carboxylate C(C)(C)(C)C1N(CC(CC1(C)CF)N)C(=O)OCC1(CC1)CO